4-bromo-6-methyl-2-(5-methyl-1,3,4-oxadiazol-2-yl)-1H-pyrrolo[2,3-c]pyridin-7(6H)-one BrC=1C2=C(C(N(C1)C)=O)NC(=C2)C=2OC(=NN2)C